O(C1=CC=CC=C1)C1=CC=C(C=C1)C(=O)NCC(=O)N1[C@@H](C[C@H](C1)C(F)(F)F)C(=O)O (2S,4R)-1-{2-[(4-phenoxyphenyl)formamido]acetyl}-4-(trifluoromethyl)pyrrolidine-2-carboxylic acid